C(C)(C)(C)OC(N[C@H]1CN(CC1)C(=O)C=1SC(=NN1)C=1C=NC(=CC1NC(C)C)C1=CC=C2N1N=CC(=C2)C#N)=O (R)-(1-(5-(6-(3-cyanopyrrolo[1,2-b]pyridazin-7-yl)-4-(isopropylamino)pyridin-3-yl)-1,3,4-thiadiazol-2-carbonyl)pyrrolidin-3-yl)carbamic acid tert-butyl ester